F[C@H]1CN2CC[C@@]2(C1)CO ((3R,5R)-3-fluoro-1-azabicyclo[3.2.0]hept-5-yl)methanol